Butyl 2-(4-ethoxyphenyl)-5-(pyrrolidin-1-yl)thiazole-4-carboxylate C(C)OC1=CC=C(C=C1)C=1SC(=C(N1)C(=O)OCCCC)N1CCCC1